ClC=1C(=CC2=C([C@@H]([C@](O2)(C2=CC=CC=C2)CO)C)C1C1=C(C(=O)OC)C=CC(=C1F)OCCOC1OCCCC1)F Methyl 2-((2S,3S,4S)-5-chloro-6-fluoro-2-(hydroxymethyl)-3-methyl-2-phenyl-2,3-dihydrobenzofuran-4-yl)-3-fluoro-4-(2-((tetrahydro-2H-pyran-2-yl)oxy)ethoxy)benzoate